4-(2,6-dichlorobenzamido)-N-(1-(dodec-11-yn-1-yl)piperidin-4-yl)-1H-pyrazole-3-carboxamide ClC1=C(C(=O)NC=2C(=NNC2)C(=O)NC2CCN(CC2)CCCCCCCCCCC#C)C(=CC=C1)Cl